Cl.CC1(CN(C2=CC(=CC=C12)C#N)C(CN1[C@H](CN[C@@H](C1)C)C(=O)N1CCOCC1)=O)C1=CC=CC=C1 3-Methyl-1-{2-[(2R,5R)-5-methyl-2-[(morpholin-4-yl)carbonyl]piperazin-1-yl]acetyl}-3-phenyl-2,3-dihydro-1H-indole-6-carbonitrile hydrochloride